1-(4-((4-(3-chloro-4-(2-chloro-3-((3-fluoro-4-(((2-hydroxypropyl)amino)methyl)pyridin-2-yl)amino)phenyl)pyridin-2-yl)-2-methoxybenzyl)amino)piperidin-1-yl)ethan-1-one ClC=1C(=NC=CC1C1=C(C(=CC=C1)NC1=NC=CC(=C1F)CNCC(C)O)Cl)C1=CC(=C(CNC2CCN(CC2)C(C)=O)C=C1)OC